(5H-imidazo[5,1-a]isoindol-5-yl)cyclopentan-1-ol C=1N=CN2C1C1=CC=CC=C1C2C2(CCCC2)O